tert-butyl {[4-(dihydroxyboryl)-7-fluorobenzo[2,1-d][1,3]thiazolin-2-yl]amino}carboxylate OB(C1=CC=C(C2=C1N=C(S2)NC(=O)OC(C)(C)C)F)O